COC1=CC=C(C=N1)CN1C(C2=CC=C(C=C2C=N1)S(=O)(=O)C1=C(SC=C1)C(=O)O)=O 3-(2-((6-methoxypyridin-3-yl)methyl)-1-oxo-1,2-dihydrophthalazin-6-ylsulfonyl)thiophene-2-carboxylic acid